((4-((3-(1-(2-(benzyloxy)ethyl)-1H-1,2,4-triazol-3-yl)-2-methoxyphenyl)amino)-6-chloropyridazine-3-carbonyl)oxy)zinc C(C1=CC=CC=C1)OCCN1N=C(N=C1)C=1C(=C(C=CC1)NC1=C(N=NC(=C1)Cl)C(=O)O[Zn])OC